2-(6-((3,5-dichlorobenzyl)oxy)pyridin-2-yl)acetonitrile ClC=1C=C(COC2=CC=CC(=N2)CC#N)C=C(C1)Cl